2-(diethoxymethyl)furan C(C)OC(C=1OC=CC1)OCC